NC(C(CCC(=O)O)N1CC=2C(C1=O)=CSC2COC2=CC=C(C=C2)CNC(=O)OC(C)(C)C)=O 5-amino-4-(1-((4-(((tert-butoxycarbonyl)-amino)methyl)phenoxy)methyl)-4-oxo-4H-thieno[3,4-c]pyrrol-5(6H)-yl)-5-oxopentanoic acid